P(=O)(OCC)([O-])[O-].[Li+].[Li+] lithium ethyl phosphate